C(C)(C)(CC)N1N=CC(=C1)C1=CC(=NC=C1)N 4-(1-(tert-pentyl)-1H-pyrazol-4-yl)pyridin-2-amine